C1(CC1)CN(C(OC(C)(C)C)=O)[C@H]1[C@@H](C1)C=1SC(=CC1)C(NC=1SC(=NN1)C)=O tert-butyl (cyclopropylmethyl)(trans-2-(5-((5-methyl-1,3,4-thiadiazol-2-yl)carbamoyl)thiophen-2-yl)cyclopropyl)carbamate